3β-androstenol C[C@@]12C=CC[C@H]1[C@@H]1CC[C@H]3C[C@@H](O)CC[C@]3(C)[C@H]1CC2